OCNCCO N-(hydroxymethyl)ethanolamine